(S,E)-4-(dimethylamino)pent-2-enoic acid CN([C@H](/C=C/C(=O)O)C)C